6-Amino-2-(S(R)-ethylsulfonimidoyl)-9-(p-tolylmethyl)-7H-purin-8-one NC1=C2NC(N(C2=NC(=N1)[S@](=O)(=N)CC)CC1=CC=C(C=C1)C)=O |r|